F[Sb-](F)(F)(F)(F)F.C1(=CC=CC=C1)[S+](C1=CC=C(C=C1)SC1=CC=CC=C1)C1=CC=CC=C1 diphenyl-4-(phenylsulfanyl)phenyl-sulfonium hexafluoroantimonate